C(C)(=O)[O-].[NH+]12CCCN=C2CCC1 1,5-diaza-bicyclo[4.3.0]non-5-enium acetate